tert-butyl 7-(4,4,5,5-tetramethyl-1,3,2-dioxaborolan-2-yl)-3,4-dihydroquinoline-1(2H)-carboxylate CC1(OB(OC1(C)C)C1=CC=C2CCCN(C2=C1)C(=O)OC(C)(C)C)C